2-allyl-6-((4-chlorophenyl)amino)-1-(6-((1-methylpiperidin-4-yl)oxy)pyridin-2-yl)-1,2-dihydro-3H-pyrazolo[3,4-d]pyrimidin-3-one C(C=C)N1N(C2=NC(=NC=C2C1=O)NC1=CC=C(C=C1)Cl)C1=NC(=CC=C1)OC1CCN(CC1)C